3-(4-(bis(4-methoxybenzyl)amino)-2-bromo-6-chlorophenyl)propan-1-ol COC1=CC=C(CN(C2=CC(=C(C(=C2)Cl)CCCO)Br)CC2=CC=C(C=C2)OC)C=C1